N-[5-(2,2-difluoroethoxy)-3-fluoropyridin-2-yl]-4-(3-fluorophenyl)-1H-pyrrole-3-sulfonamide FC(COC=1C=C(C(=NC1)NS(=O)(=O)C1=CNC=C1C1=CC(=CC=C1)F)F)F